ethyl trans-7-hydroxy-5-propyl-6,7-dihydro-5H-pyrrolo[1,2-b][1,2,4]triazole-2-carboxylate O[C@@H]1C[C@H](N2N=C(N=C21)C(=O)OCC)CCC